2-[3-(hydroxymethyl)-4-[1-methyl-5-[(7-methyl-6,8-dihydro-5H-[1,2,4]triazolo[1,5-a]pyrazin-2-yl)amino]-6-oxo-3-pyridyl]-2-pyridyl]-3,4,6,7,8,9-hexahydropyrazino[1,2-a]indol-1-one OCC=1C(=NC=CC1C1=CN(C(C(=C1)NC1=NN2C(CN(CC2)C)=N1)=O)C)N1C(C=2N(C=3CCCCC3C2)CC1)=O